(S)-2-butyl-1-(4-methoxybenzyl)-7-((tetrahydrofuran-3-yl)oxy)-1H-imidazo[4,5-d]pyridazin-4-amine C(CCC)C1=NC=2C(=C(N=NC2N)O[C@@H]2COCC2)N1CC1=CC=C(C=C1)OC